ClC1=CC(=C(C=C1)C=1C2=C(N=C(N1)N1CC(OCC1)C=1C=NN(C1)C1CN(C1)C(=O)OC(C)(C)C)C(N(C(=N2)C)C)=O)F tert-butyl 3-(4-(4-(4-(4-chloro-2-fluorophenyl)-6,7-dimethyl-8-oxo-7,8-dihydropyrimido[5,4-d]pyrimidin-2-yl)morpholin-2-yl)-1H-pyrazol-1-yl)azetidine-1-carboxylate